C12(CC3CC(CC(C1)C3)C2)CN2N=CC(=C2C)C2=C(C=3N(C=C2)C(=CN3)NC3=C(C=NC=C3)C(NC=3SC2=C(N3)C=CC=C2)=O)C(=O)OC methyl 7-(1-(adamantan-1-ylmethyl)-5-methyl-1H-pyrazol-4-yl)-3-((3-(benzo[d]thiazol-2-ylcarbamoyl)pyridin-4-yl)amino)imidazo[1,2-a]pyridine-8-carboxylate